2-[6-bromo-2-(2,6-dioxo-3-piperidyl)-1-oxo-isoindolin-4-yl]oxyacetic acid BrC1=CC(=C2CN(C(C2=C1)=O)C1C(NC(CC1)=O)=O)OCC(=O)O